CS(=O)(=O)CC1CN(C1)CC1=CC=C(C=C1)C1=CC=C(C=C1)B1OC(C(O1)(C)C)(C)C 3-((methylsulfonyl)methyl)-1-((4'-(4,4,5,5-tetramethyl-1,3,2-dioxaborolan-2-yl)-[1,1'-biphenyl]-4-yl)methyl)azetidine